OC1=CC=C(C=C1)C=1NC2=CC=C(C=C2C(C1)=O)C(=O)OCC ethyl 2-(4-hydroxyphenyl)-4-oxo-1,4-dihydroquinoline-6-carboxylate